bis[2-(dimethylvinylsilyl)ethyl]methylvinylsilane CC(=C[SiH2]CC[SiH](C=CC)CC[SiH2]C=C(C)C)C